C(C)NC(NC=1C=C(CN2CCN(CC2)C=2C=CC(=NC2C(F)(F)F)C(=O)NC)C=CC1)=O 5-(4-(3-(3-ethylureido)benzyl)piperazin-1-yl)-N-methyl-6-(trifluoromethyl)picolinamide